3-((S)-3-(tert-butoxy)-2-((R)-1-(tert-butoxycarbonyl)pyrrolidin-3-yl)-3-oxopropyl)-5-fluorobenzoic acid C(C)(C)(C)OC([C@@H](CC=1C=C(C(=O)O)C=C(C1)F)[C@@H]1CN(CC1)C(=O)OC(C)(C)C)=O